3,3-difluorocyclobutyl (4-cyclobutyl-3-(4-fluorophenyl)-1-methyl-1H-pyrazol-5-yl)carbamate C1(CCC1)C=1C(=NN(C1NC(OC1CC(C1)(F)F)=O)C)C1=CC=C(C=C1)F